N-{4-[4-amino-7-(tetrahydro-2H-pyran-4-yl)pyrrolo[2,1-f][1,2,4]triazin-5-yl]phenyl}-2-oxo-1-phenyl-1,2-dihydropyridine-3-carboxamide NC1=NC=NN2C1=C(C=C2C2CCOCC2)C2=CC=C(C=C2)NC(=O)C=2C(N(C=CC2)C2=CC=CC=C2)=O